2-(1-cyclohexylethyl)-N-(3-methylsulfonylphenyl)-4-(trifluoromethyl)pyrazole-3-carboxamide C1(CCCCC1)C(C)N1N=CC(=C1C(=O)NC1=CC(=CC=C1)S(=O)(=O)C)C(F)(F)F